C(#N)C1=CC=C(C=C1)C(CN[C@H](C(=O)NC1=NC=C(C=C1)C=1C(=NN(C1)C)C)C1=CC=CC=C1)C (S)-2-((2-(4-cyano-phenyl)propyl)-amino)-N-(5-(1,3-dimethyl-1H-pyrazol-4-yl)-pyridin-2-yl)-2-phenylacetamide